C12CN(CC(N1)C2)C2=CC(=C(C=C2)NC2=NC=C(C(=N2)C2=CC1=C(C(N(CCS1(=O)=O)C1CC1)=O)S2)C(F)(F)F)C2CC2 7-(2-((4-(3,6-diazabicyclo[3.1.1]heptan-3-yl)-2-cyclopropylphenyl)amino)-5-(trifluoromethyl)pyrimidin-4-yl)-4-cyclopropyl-3,4-dihydrothieno[2,3-f][1,4]thiazepin-5(2H)-one 1,1-dioxide